4'-FLUORO-1,1'-BIPHENYL-4-CARBOXYLIC ACID FC1=CC=C(C=C1)C1=CC=C(C=C1)C(=O)O